methyl 2-(aminomethyl)-3-chloro-5-methylbenzofuran-7-carboxylate NCC=1OC2=C(C1Cl)C=C(C=C2C(=O)OC)C